(S)-3-(6-(2-chlorophenyl)-2-(methylthio)-7-oxopyrido[2,3-d]pyrimidin-8(7H)-yl)-pyrrolidine-1-carboxylic acid tert-butyl ester C(C)(C)(C)OC(=O)N1C[C@H](CC1)N1C(C(=CC2=C1N=C(N=C2)SC)C2=C(C=CC=C2)Cl)=O